N-(2-((5-chloro-2-((2-methoxy-4-(4-(4-(methyl-d3)piperazin-1-yl)piperidin-1-yl)phenyl)amino)pyrimidin-4-yl)amino)phenyl)-N-(methyl-d3)methanesulfonamide ClC=1C(=NC(=NC1)NC1=C(C=C(C=C1)N1CCC(CC1)N1CCN(CC1)C([2H])([2H])[2H])OC)NC1=C(C=CC=C1)N(S(=O)(=O)C)C([2H])([2H])[2H]